CC(C)NC(N)=O 3-propan-2-ylurea